5-nitrobenzeneisophthalic acid [N+](=O)([O-])C=1C=CC=C(C1)C1=CC=C(C=C1C(=O)O)C(=O)O